N1=CC=NC2=CC(=CC=C12)N quinoxalin-6-amine